dimethylphenyl-ammonium tetra(pentafluorophenyl)borate 2,2-dimethylcyclopropylmethaneAt CC1(C(C1)C(=O)[O-])C.FC1=C(C(=C(C(=C1[B-](C1=C(C(=C(C(=C1F)F)F)F)F)(C1=C(C(=C(C(=C1F)F)F)F)F)C1=C(C(=C(C(=C1F)F)F)F)F)F)F)F)F.C[NH+](C1=CC=CC=C1)C.C[NH+](C)C1=CC=CC=C1